C(N)(=N)N1CCC(=CC1)C1=CC=C(C(=O)NC2=CC=C(C=C2)CCN/C(=N/C)/N(C)C)C=C1 4-(1-carbamimidoyl-1,2,3,6-tetrahydropyridin-4-yl)-N-(4-{2-[(Z)-N',N',N''-trimethylcarbamimidamido]ethyl}phenyl)benzamide